C(C)(C)(C)P(C(C)(C)C)(C(C)(C)C)=[Se] tri(tert-butyl)phosphine selenide